O1CCN(CC1)C1=CC=C(C=C1)C1=NC=CC(=N1)CO (2-(4-morpholinophenyl)pyrimidin-4-yl)methanol